O[C@@H]1CN(CC[C@@]12NCC1=CC=CC=C1C2)C(=O)C=2N=C1N(C=C(C=C1C)C(F)(F)F)C2 ((3R,3'R)-3'-hydroxy-1,4-dihydro-2H-spiro[isoquinoline-3,4'-piperidin]-1'-yl)(8-methyl-6-(trifluoromethyl)imidazo[1,2-a]pyridin-2-yl)methanone